tert-butyl (S)-3-(8-chloro-7-fluoronaphthalen-1-yl)-4-fluoro-7-methyl-8-oxo-7,8,8a,9,11,12-hexahydro-10H-pyrazino[1',2':4,5]pyrazino[2,3-c][1,6]naphthyridine-10-carboxylate ClC=1C(=CC=C2C=CC=C(C12)C1=NC=C2C3=C(C=NC2=C1F)N(C([C@H]1N3CCN(C1)C(=O)OC(C)(C)C)=O)C)F